(3-amino-6-(methylsulfonyl)-4,5,6,7-tetrahydropyrazolo[3,4-c]pyridin-2-yl)(6-(trifluoromethyl)-1,2,3,4-tetrahydroquinolin-4-yl)methanone magnesium [Mg].NC=1N(N=C2CN(CCC21)S(=O)(=O)C)C(=O)C2CCNC1=CC=C(C=C21)C(F)(F)F